(8-fluoro-7-[7-fluoro-3-(methoxymethoxy)-8-[2-(triisopropylsilyl)ethynyl]naphthalen-1-yl]-2-(methylsulfanyl)pyrido[4,3-d]pyrimidin-5-yl(methyl)amino)azetidine FC1=C(N=C(C2=C1N=C(N=C2)SC)N(C)N2CCC2)C2=CC(=CC1=CC=C(C(=C21)C#C[Si](C(C)C)(C(C)C)C(C)C)F)OCOC